4-(3-(3-fluoropyridin-4-yl)-1-methyl-1H-pyrazol-4-yl)-1-((2-(trimethylsilyl)ethoxy)methyl)-1H-pyrazolo[3,4-b]pyridine FC=1C=NC=CC1C1=NN(C=C1C1=C2C(=NC=C1)N(N=C2)COCC[Si](C)(C)C)C